phenylmethyl-sulfonimidoyl fluoride C1(=CC=CC=C1)CS(=O)(=N)F